C(CC(C)C)C=1C(=C(C(=O)O)C=CC1)CCC(C)C.C(C1=CC=CC=C1)(=O)OCCC(C)C isoamyl benzoate (isopentyl (isoamyl) benzoate)